3-(benzo[b]thiophen-3-ylmethoxy)-N-(pyridin-3-yl)thiophene-2-carboxamide S1C2=C(C(=C1)COC1=C(SC=C1)C(=O)NC=1C=NC=CC1)C=CC=C2